(3R)-3-Amino-5-[(4-chlorophenyl)methyl]-8-fluoro-1,1-dioxo-7-[5-(tetrahydropyran-4-ylmethyl)-1,3,4-oxadiazol-2-yl]-2,3-dihydro-1λ6,5-benzothiazepin-4-one N[C@H]1CS(C2=C(N(C1=O)CC1=CC=C(C=C1)Cl)C=C(C(=C2)F)C=2OC(=NN2)CC2CCOCC2)(=O)=O